FC1=C(O[C@@H]2C[C@H](CCC2)C(=O)O)C=CC(=C1)C=1SC=CC1C=O.CC1=C(C=CC=C1C)C=1C(=O)NC(C1)=O 2,3-dimethyl-phenylmaleimide (1S,3S)-3-(2-fluoro-4-(3-formylthiophen-2-yl)phenoxy)cyclohexane-1-carboxylate